C(C)(=O)O[Pb](C1=C(C=C(C=C1OC)Br)Cl)(OC(C)=O)OC(C)=O [diacetoxy-(4-bromo-2-chloro-6-methoxy-phenyl)plumbyl] acetate